C(C)C1=C(C=CC=C1)NC(=S)NC(=O)NCCCC1=CC(=CC=C1)C1=NN(C=N1)C1=CC=C(C=C1)OC(F)(F)F 1-[(2-ethylphenyl)carbamothioyl]-3-[3-[3-[1-[4-(trifluoromethoxy)phenyl]-1H-1,2,4-triazol-3-yl]phenyl]propyl]urea